C(C=C)(=O)NC1CN(C=2C=CC=C(C2C1)C(=O)N)C1=CC=C(C=C1)C(F)(F)F 3-acrylamido-1-(4-(trifluoromethyl)phenyl)-1,2,3,4-tetrahydro-quinoline-5-carboxamide